(S)-2-((1-(5-([1,1'-biphenyl]-4-yl)-1,3,4-thiadiazol-2-yl)ethyl)carbamoyl)-4-methoxypyridin-3-yl isobutyrate C(C(C)C)(=O)OC=1C(=NC=CC1OC)C(N[C@@H](C)C=1SC(=NN1)C1=CC=C(C=C1)C1=CC=CC=C1)=O